CN(C1=CC=C2N=C3C=C(C(=CC3=NC2=C1)N)C)C N8,N8,3-trimethyl-2,8-phenazinediamine